COC(=O)C1OC2=C(C1)C=CC(=C2)O[C@@H]2CN(CC2)CC(=O)N2[C@@H](CCC2)C#N 6-(((S)-1-(2-((S)-2-cyanopyrrolidin-1-yl)-2-oxoethyl)pyrrolidin-3-yl)oxy)-2,3-dihydrobenzofuran-2-carboxylic acid methyl ester